((2R,3R)-4-chloro-3-hydroxy-3-methylbutan-2-yl)carbamic acid tert-butyl ester C(C)(C)(C)OC(N[C@H](C)[C@@](CCl)(C)O)=O